ClC1=C(C=CC=C1Cl)C=1N=C2SC(=NN2C1F)N1CCC2(CC1)[C@@H](C1=CC=CC=C1C2)N (S)-1'-(6-(2,3-dichlorophenyl)-5-fluoroimidazo[2,1-b][1,3,4]thiadiazol-2-yl)-1,3-dihydrospiro[inden-2,4'-piperidin]-1-amine